C(C1=CC=CC=C1)OC1=CC=C2C(=C(C=NC2=C1)C(C1=C(C=CC=C1)CC)=O)OC1=C(C=C(C=C1)/C=C/C(=O)O)OC (E)-3-(4-((7-(benzyloxy)-3-(2-ethylbenzoyl)quinolin-4-yl)oxy)-3-methoxyphenyl)acrylic acid